5-(5-(tert-butoxycarbonyl)-2,5-diazabicyclo[2.2.1]heptan-2-yl)-2-methylbenzoic acid C(C)(C)(C)OC(=O)N1C2CN(C(C1)C2)C=2C=CC(=C(C(=O)O)C2)C